N-[4-[(6,7-dimethoxy-1,5-naphthyridin-4-yl)oxy]-3-fluorophenyl]-5-(4-fluorophenyl)-6-methyl-1-(1-methylpyrazol-4-yl)-4-oxopyridine-3-carboxamide COC=1N=C2C(=CC=NC2=CC1OC)OC1=C(C=C(C=C1)NC(=O)C1=CN(C(=C(C1=O)C1=CC=C(C=C1)F)C)C=1C=NN(C1)C)F